3-propyl-heptyl alcohol C(CC)C(CCO)CCCC